diamino-dicyclopentadienyl-chromium N[Cr](C1C=CC=C1)(C1C=CC=C1)N